CC1=C(C=CC=2NC(=NC21)N2N=CC=C2)C 1-(4,5-Dimethyl-1H-benzoimidazol-2-yl)-1H-pyrazole